(3R,4R)-1-cyclohexyl-4-{[5-(2,4,6-trifluoro-phenyl)-isoxazole-3-carbonyl]-amino}-piperidine-3-carboxylic acid ((1R,2S)-2-phenyl-cyclopropyl)-amide C1(=CC=CC=C1)[C@H]1[C@@H](C1)NC(=O)[C@@H]1CN(CC[C@H]1NC(=O)C1=NOC(=C1)C1=C(C=C(C=C1F)F)F)C1CCCCC1